[NH4+].S1(=O)(=O)NC(=O)C2=CC=CC=C12 (saccharin) ammonium salt